N1=CC(=CC=C1)C(C)C 2-(pyridin-3-yl)propane